2,6-Dinitrobenzoate [N+](=O)([O-])C1=C(C(=O)[O-])C(=CC=C1)[N+](=O)[O-]